4,5-diethoxy-2-methoxy-amphetamine C(C)OC1=CC(=C(CC(N)C)C=C1OCC)OC